C(C)[C@H]1N(C[C@@H](N(C1)C=1C2=C(N(C(N1)=O)C)C=CC(=N2)C#N)C)[C@@H](C2=NC=C(C=C2)C(F)(F)F)C2=CC=C(C=C2)F 4-((2s,5R)-5-ethyl-4-((R)-(4-fluorophenyl)(5-(trifluoromethyl)pyridin-2-yl)methyl)-2-methylpiperazin-1-yl)-1-methyl-2-oxo-1,2-dihydropyrido[3,2-d]pyrimidine-6-carbonitrile